CC1=C(C=CC(=C1)C)C1=NC(=NC(=N1)C1=C(C=C(C=C1)C)C)C1=C(C=C(C=C1)OCCCCCCCC)O [4,6-bis(2,4-dimethylphenyl)-1,3,5-triazin-2-yl]-5-(octyloxy)phenol